m-[2-amino-6-(1-{[6-(isopropoxymethyl)-2-pyridinyl]methyl}-1H-1,2,3-triazol-4-yl)-4-pyrimidinyl]benzonitrile NC1=NC(=CC(=N1)C=1C=C(C#N)C=CC1)C=1N=NN(C1)CC1=NC(=CC=C1)COC(C)C